4-cyclopropoxy-N-(3,5-difluoro-4-{[7-(2-hydroxy-2-methylpropoxy)quinolin-4-yl]oxy}phenyl)pyridine-3-carboxamide C1(CC1)OC1=C(C=NC=C1)C(=O)NC1=CC(=C(C(=C1)F)OC1=CC=NC2=CC(=CC=C12)OCC(C)(C)O)F